BrC=1C(=NC(=NC1)NC1=C(C=C(C(=C1)C)N1CCC(CC1)N1CCN(CC1)C)OC)NC1=CC=CC=2CCOC21 5-bromo-N4-(2,3-dihydrobenzofuran-7-yl)-N2-(2-methoxy-5-methyl-4-(4-(4-methylpiperazin-1-yl)piperidin-1-yl)phenyl)pyrimidine-2,4-diamine